C(#N)C1=C(C=C(C=C1)N1C(N(C(C1=O)(C)C)C1=CC(=C(C(=O)O)C=C1)F)=S)C(F)(F)F 4-{3-[4-cyano-3-(trifluoromethyl)phenyl]-5,5-dimethyl-4-oxo-2-thioxoimidazolidin-1-yl}-2-fluorobenzoic acid